C(C)(C)(C)OC(=O)N1OC(C[C@H]1C1=NC=C(N=C1)C)O.BrC1=CC=NC2=CC(=CC=C12)C1=NNC=C1 4-bromo-7-(1H-pyrazol-3-yl)quinoline tert-butyl-(3S)-5-hydroxy-3-(5-methylpyrazin-2-yl)isoxazolidine-2-carboxylate